CN1N=C(C(=C1)C)C(C1(CC=CC1)C)C(=O)N ((1,4-dimethyl-1H-pyrazol-3-yl)(1-methylcyclopent-3-en-1-yl)methyl)carboxamide